(S)-5-(8-Amino-6-(2-methyloxazol-5-yl)imidazo[1,2-a]pyrazin-3-yl)-2-(1-cyclopropylethyl)-7-(methylsulfonyl)isoindolin-1-one, trifluoroacetate salt FC(C(=O)O)(F)F.NC=1C=2N(C=C(N1)C1=CN=C(O1)C)C(=CN2)C=2C=C1CN(C(C1=C(C2)S(=O)(=O)C)=O)[C@@H](C)C2CC2